5-bromo-1-(2-hydroxyethyl)-4-methyl-1H-pyrrole-3-carboxylic acid isopropyl ester C(C)(C)OC(=O)C1=CN(C(=C1C)Br)CCO